(3-((6-amino-8-bromo-2-fluoro-9H-purin-9-yl)methyl)benzyl)(4-(hydroxymethyl)pyridin-2-yl)carbamic acid tert-butyl ester C(C)(C)(C)OC(N(C1=NC=CC(=C1)CO)CC1=CC(=CC=C1)CN1C2=NC(=NC(=C2N=C1Br)N)F)=O